tert-butyl (4S)-5-amino-4-(5-((cyclobutyl (3-(1-methyl-1H-pyrazol-4-yl) pyridin-2-yl) methyl) carbamoyl)-1-oxoisoindolin-2-yl)-5-oxopentanoate NC([C@H](CCC(=O)OC(C)(C)C)N1C(C2=CC=C(C=C2C1)C(NC(C1=NC=CC=C1C=1C=NN(C1)C)C1CCC1)=O)=O)=O